2'-propoxy-[1,1'-biphenyl]-2-sulfonamide C(CC)OC1=C(C=CC=C1)C=1C(=CC=CC1)S(=O)(=O)N